N(=[N+]=[N-])CCC[SiH2]C(O[Si](C)(C)C)O[Si](C)(C)C 3-azidopropylbis(trimethylsiloxy)methylsilane